C(C)(C)(C)OC(=O)N1[C@@](CCC1)(C(=O)O)C (S)-1-(tert-butoxycarbonyl)-2-methylpyrrolidine-2-carboxylic acid